C(C1=CC=CC=C1)OC(=O)N1CCC2=CC(=CC=C12)[C@@H](C)N[S@](=O)C(C)(C)C.FC(S(=O)(=O)N[C@@H](C(C)C)C(=O)N1C(CCCC1)C(=O)N)(F)F 1-{N-[(trifluoromethyl)sulfonyl]-L-valyl}piperidine-2-carboxamide benzyl-(R)-5-(1-((R)-tert-butylsulfinamido)ethyl)-2,3-dihydro-1H-indole-1-carboxylate